3',6'-diacetoxy-2',7'-difluoro-3-oxo-3H-spiro[isobenzofuran-1,9'-xanthene]-5-formic acid C(C)(=O)OC=1C(=CC=2C3(C4=CC(=C(C=C4OC2C1)OC(C)=O)F)OC(C1=CC(=CC=C13)C(=O)O)=O)F